CC1=C(N=C(S1)[C@H](CC1=CC=C(C=C1)NS(O)(=O)=O)NC(C(C)(C)C)=O)C1=CC=CC=C1 (S)-4-(2-(5-Methyl-4-phenylthiazol-2-yl)-2-pivalamidoethyl)phenylsulfamic acid